silyl-tert-butylamine [SiH3]NC(C)(C)C